C(C=C)OC(=O)[C@@H](NC(OCC1C2=CC=CC=C2C=2C=CC=CC12)=O)CCC(N[C@H](C(N[C@H](C(=O)OC(C)(C)C)CCC(C=[N+]=[N-])=O)=O)CCC(C=[N+]=[N-])=O)=O tert-Butyl (5S,10S,13S)-5-((allyloxy)carbonyl)-10,13-bis(4-diazo-3-oxobutyl)-1-(9H-fluoren-9-yl)-3,8,11-trioxo-2-oxa-4,9,12-triazatetradecan-14-oate